C12CC(CC(CC1)N2)=O 8-azabicyclo[3.2.1]octan-3-one